6-[2,3-difluoro-4-(4-hydroxybutoxy)phenyl]-5-methyl-4,5-dihydro-2H-pyridazin-3-one FC1=C(C=CC(=C1F)OCCCCO)C=1C(CC(NN1)=O)C